C(C)C1=C(C(=CC=C1)OC)C1=C(C2=C(CN3[C@@H](CO2)CN(CC3)C(=O)OC(C)(C)C)C=C1F)F tert-butyl (12aR)-9-(2-ethyl-6-methoxyphenyl)-8,10-difluoro-3,4,12,12a-tetrahydro-6H-pyrazino[2,1-c][1,4]benzooxazepine-2(1H)-carboxylate